1-(2-(dimethylamino)-1-(3-fluoro-5-iodophenyl)ethyl)-4-(5-morpholino-1H-pyrrolo[2,3-b]pyridin-3-yl)pyridin-2(1H)-one CN(CC(C1=CC(=CC(=C1)I)F)N1C(C=C(C=C1)C1=CNC2=NC=C(C=C21)N2CCOCC2)=O)C